1-{2-[(1H-1,3-Benzodiazol-2-ylmethyl)amino]ethyl}-N-(pyridin-2-ylmethyl)-1H-pyrazole-4-carboxamide N1C(=NC2=C1C=CC=C2)CNCCN2N=CC(=C2)C(=O)NCC2=NC=CC=C2